3-(4-acetamidophenyl)-N-(3-chlorophenyl)-N-methyl-imidazo[1,2-a]pyrazine-6-carboxamide C(C)(=O)NC1=CC=C(C=C1)C1=CN=C2N1C=C(N=C2)C(=O)N(C)C2=CC(=CC=C2)Cl